4-(1-(1-acryloylpyrrolidin-3-yl)-5-aminoimidazo[1,5-c]pyrimidin-3-yl)-3-cyano-N-(4-(trifluoromethyl)pyridin-2-yl)benzamide C(C=C)(=O)N1CC(CC1)C=1N=C(N2C(=NC=CC21)N)C2=C(C=C(C(=O)NC1=NC=CC(=C1)C(F)(F)F)C=C2)C#N